2'-o-methyl-3'-methyl-3'-deoxy-arabinofuranosyl-thymine-5'-phosphate C[C@@H]1[C@H](O[C@H]([C@@H]1OC)N2C=C(C(=O)NC2=O)C)COP(=O)(O)O